C(C)OC1(CCC1)C=1SC(=C(N1)C(=O)NN)N1CCOCC1 2-(1-ethoxycyclobutyl)-5-morpholinothiazole-4-carbohydrazide